O[C@@H]1CNCC[C@@H]1F (3R,4S)-3-hydroxy-4-fluoropiperidine